C(\C=C\C(=O)O)(=O)O.OC=1C=CC=C2NC=C(CCN(CCC)CCC)C12 4-hydroxy-N,N-di-n-propyltryptamine fumarate